ClC=1C=C(C=C(C1)NS(=O)(=O)C)NC(=O)C=1C=NN(C1)C1COCC1 N-(3-chloro-5-(methylsulfonamido)phenyl)-1-(tetrahydrofuran-3-yl)-1H-pyrazole-4-carboxamide